1,3,5-Trihydroxy-cyclohexan OC1CC(CC(C1)O)O